BrC=1C=C(C(N2C1C(N(CC2)CCCS(=O)(=O)C)=O)=O)C(=O)NCC2=CC=C(C=C2)Cl 9-bromo-N-(4-chlorobenzyl)-2-(3-(methyl-sulfonyl)propyl)-1,6-dioxo-1,3,4,6-tetrahydro-2H-pyrido[1,2-a]pyrazine-7-carboxamide